3,4-dibromo-3-methyl-1H-pyrrolo[2,3-b]pyridin-2-one BrC1(C(NC2=NC=CC(=C21)Br)=O)C